4-bromo-N-(2-(4-fluorophenyl)-2-carbonylethyl)-1H-pyrrole-2-carboxamide BrC=1C=C(NC1)C(=O)NCC(=C=O)C1=CC=C(C=C1)F